difluoro-methyl-quinoxaline FC1=C2N=C(C(=NC2=CC=C1)C)F